ClC=1C=C(C=C(C1)OCOC)CC(=O)O 2-(3-chloro-5-(methoxymethoxy)phenyl)acetic acid